(2R,3S)-2-Methylazetidin-3-ol trifluoroacetate FC(C(=O)O)(F)F.C[C@H]1NC[C@@H]1O